N[C@H](C=1OC2=C(N1)C=C(C=C2)C2(CCOCC2)N2C(N[C@@H](C2)C(F)(F)F)=O)C2CCC(CC2)(F)F (S)-1-(4-(2-((S)-Amino(4,4-difluorocyclohexyl)methyl)benzo[d]oxazol-5-yl)tetrahydro-2H-pyran-4-yl)-4-(trifluoromethyl)imidazolidin-2-one